N-CYCLOPROPYL-2-(3-FORMYLPHENOXY)ACETAMIDE C1(CC1)NC(COC1=CC(=CC=C1)C=O)=O